FC=1C=C(C=CC1)C1=CC(=C(S1)C(=O)N[C@H]1CNCCC1)NC(=O)N (R)-5-(3-fluorophenyl)-N-(piperidin-3-yl)-3-ureidothiophene-2-carboxamide